tri(n-butyl)ammonium tetrakis(pentafluorophenyl)borate FC1=C(C(=C(C(=C1[B-](C1=C(C(=C(C(=C1F)F)F)F)F)(C1=C(C(=C(C(=C1F)F)F)F)F)C1=C(C(=C(C(=C1F)F)F)F)F)F)F)F)F.C(CCC)[NH+](CCCC)CCCC